dimethyl ((N-benzyl-2,2-dimethylbutanamido)oxy)phosphonate C(C1=CC=CC=C1)N(C(C(CC)(C)C)=O)OP(OC)(OC)=O